N7-(3,3-difluorocyclobutyl)-2-(methylamino)pyrazolo[1,5-a]pyrimidine-3,7-dicarboxamide FC1(CC(C1)NC(=O)C1=CC=NC=2N1N=C(C2C(=O)N)NC)F